O1CCN(CC1)C1=NC=2N(C(=N1)N)N=CC2C2CCOCC2 2-morpholino-8-tetrahydropyran-4-yl-pyrazolo[1,5-a][1,3,5]triazin-4-amine